C(#N)C[C@H]1CN(CCN1)C1=CC(=NC(=N1)NCCN(C)C)C(=O)NC1=CC(=CC2=CC=CC=C12)O 6-[(3S)-3-(cyanomethyl)piperazin-1-yl]-2-[2-(dimethylamino)ethylamino]-N-(3-hydroxy-1-naphthyl)pyrimidine-4-carboxamide